CCCCCCCCCCC/C=C\CCCCC(=O)O[C@H](CO)COP(=O)([O-])OCC[N+](C)(C)C 2-(6Z-octadecenoyl)-sn-glycero-3-phosphocholine